ethyl-2-(aminomethyl)-4,4,4-trifluorobutanoate hydrochloride salt Cl.C(C)OC(C(CC(F)(F)F)CN)=O